FC(C=1C(=C(C=CC1F)[C@@H]1[C@@H](O[C@]([C@@H]1C)(C(F)(F)F)C)C(=O)NC1=CC(=NC=C1)C(=O)N)OC)F (2R,3R,4R,5R)-4-[[3-[3-(Difluoromethyl)-4-fluoro-2-methoxy-phenyl]-4,5-dimethyl-5-(trifluoromethyl)tetrahydrofuran-2-carbonyl]amino]pyridin-2-carboxamid